6-((6-ethylpyridin-3-yl)methyl)-2-((1S,2S)-2-hydroxycyclohexyl)-4,5-dimethylisoindolin-1-one C(C)C1=CC=C(C=N1)CC1=C(C(=C2CN(C(C2=C1)=O)[C@@H]1[C@H](CCCC1)O)C)C